2-(Prop-2-yn-1-yloxy)-4-(3-(trifluoromethyl)-3H-diazirin-3-yl)benzoic acid C(C#C)OC1=C(C(=O)O)C=CC(=C1)C1(N=N1)C(F)(F)F